COC=1C=C(C=CC1)C=1C=CC=2N(C1)C(N(N2)C2=NC=CC=C2)=O 6-(3-methoxyphenyl)-2-(pyridin-2-yl)-[1,2,4]triazolo[4,3-a]pyridin-3(2H)-one